1-chloro-3-(10-(naphthalene-2-yl)anthracen-9-yl)dibenzofuran ClC1=CC(=CC=2OC3=C(C21)C=CC=C3)C=3C2=CC=CC=C2C(=C2C=CC=CC32)C3=CC2=CC=CC=C2C=C3